FC(OC=1C(=NC(=NC1)C)N)F (difluoromethoxy)-2-methylpyrimidin-4-amine